ClC=1C(=C(N2N=C(N=CC21)N[C@H]2[C@@H](COCC2)O)C(C)C(C)C)C#N 5-chloro-2-(((3S,4R)-3-hydroxytetrahydro-2H-pyran-4-yl)amino)-7-(3-methylbutan-2-yl)pyrrolo[2,1-f][1,2,4]triazine-6-carbonitrile